OC12CCC(CC1)(CC2)N2N=NC=C2 1-(4-hydroxybicyclo[2.2.2]octan-1-yl)-1H-1,2,3-triazol